4-bromo-5-methylbenzo[b]thiophene-2-carboxylic acid BrC1=C(C=CC=2SC(=CC21)C(=O)O)C